Methyl 3-((4-((2-aminoethyl)carbamoyl)benzyl)thio)-3-oxopropanoate NCCNC(=O)C1=CC=C(CSC(CC(=O)OC)=O)C=C1